(6-bromopyridin-3-yl)-N-(2,4-difluorobenzyl)-1,2,4-oxadiazole-5-carboxamide BrC1=CC=C(C=N1)C1=NOC(=N1)C(=O)NCC1=C(C=C(C=C1)F)F